N-butyl-N-(3-chloropropyl)butan-1-amine CCCCN(CCCC)CCCCl